tertbutyl (3S)-6-[tert-butoxycarbonyl(methyl)amino]-3-[[7-(5-methyl-1,2,4-oxadiazol-3-yl)-1-isoquinolyl]amino]hexanoate C(C)(C)(C)OC(=O)N(CCC[C@@H](CC(=O)OC(C)(C)C)NC1=NC=CC2=CC=C(C=C12)C1=NOC(=N1)C)C